5-pyrimidinecarbonitrile N1=CN=CC(=C1)C#N